γ-L-Glutamyl-L-Cysteine N[C@@H](CCC(=O)N[C@@H](CS)C(=O)O)C(=O)O